CS(=O)(=O)OCCOCCN(CCOCCOCCOS(=O)(=O)C)C(=O)OC(C)(C)C 6-(tert-butoxycarbonyl)-3,9,12-trioxa-6-azatetradecane-1,14-diyl dimethanesulfonate